CS(=O)(=O)[O-].C(CCCCCCCC)[N+]1=CC(=CC=C1)CCC 1-Nonyl-3-propylpyridinium methansulfonat